C(=O)C=1SC2=C(C1)SC(=C2)N2SC1=C(N2)C=C(C(=C1)OC1=C(C=CC=C1)OCCCC(CCCCCCCC)CCCCCCCC)OC1=C(C=CC=C1)OCCCC(CCCCCCCC)CCCCCCCC 2-(5-formylthienothienyl)-5,6-di(4-octyldodecyloxyphenoxy)benzothiadiazole